BrC1=CC=C(C=C1)C1=NC=NC=N1 6-(4-bromophenyl)-s-triazine